C(C)(=O)NC=1NC2=CC=CC=C2C1 acetamido-indole